tert-butyl 6-[(4-{[3-(5-fluoropyrimidin-2-yl)-2-methoxyphenyl]amino}-5-(methylcarbamoyl)pyridin-2-yl)amino]-3',6'-dihydro-2'H-[3,4'-bipyridine]-1'-carboxylate FC=1C=NC(=NC1)C=1C(=C(C=CC1)NC1=CC(=NC=C1C(NC)=O)NC1=CC=C(C=N1)C=1CCN(CC1)C(=O)OC(C)(C)C)OC